O[C@@H](C(=O)[O-])CC |r| racemic-hydroxybutyrate